N-(2-bromo-6-chlorophenyl)-4-methoxy-2-((3-methyl-4-((1-methylpyrrolidin-3-yl)oxy)phenyl)amino)pyrimidine-5-carboxamide BrC1=C(C(=CC=C1)Cl)NC(=O)C=1C(=NC(=NC1)NC1=CC(=C(C=C1)OC1CN(CC1)C)C)OC